C(C)(C)(C)OC(=O)N1N=C(C=C1)O tert-Butyl-3-hydroxy-1H-pyrazole-1-carboxylate